2-methylbutane-nitril CC(C#N)CC